N-cyclopropyl-6-[4-(4-formylpyridin-2-yl)-2,3-dihydroindol-1-yl]-8-(methylamino)imidazo[1,2-b]pyridazine-3-carboxamide C1(CC1)NC(=O)C1=CN=C2N1N=C(C=C2NC)N2CCC1=C(C=CC=C21)C2=NC=CC(=C2)C=O